F[C@H](CNC1=NC=C(C(=N1)NC1CCC(CC1)O)C1=NC=CC(=C1)CC1C(OCC1)=O)CC 3-((2-(2-(((S)-2-fluorobutyl)amino)-4-(((1r,4S)-4-hydroxycyclohexyl)amino)pyrimidin-5-yl)pyridin-4-yl)methyl)dihydrofuran-2(3H)-one